2-fluoro-6-methoxynicotinic acid FC1=C(C(=O)O)C=CC(=N1)OC